S(=O)(=O)(O)C1(C(=CC=C(C1)N)C1=C(C=C(N)C=C1)S(=O)(=O)O)C1=CC=C(C=C1C(=O)N)C(=O)N 2,2'-disulfo-4,4'-benzidineisophthalamide